1-(2-bromo-5-fluorophenyl)-3-methylthiourea BrC1=C(C=C(C=C1)F)NC(=S)NC